((1-cyclopropyl-3-(2-fluorophenyl)-1H-pyrazol-4-yl)oxy)-N-(2-morpholinopyridin-4-yl)pyridin-2-amine C1(CC1)N1N=C(C(=C1)OC=1C(=NC=CC1)NC1=CC(=NC=C1)N1CCOCC1)C1=C(C=CC=C1)F